ClC1=C(C=C(C=C1)NC(CN1N=CC(=C(C1=O)Cl)Cl)=O)S(=O)(=O)N1CCN(CCC1)C N-(4-chloro-3-((4-methyl-1,4-diazepan-1-yl)sulfonyl)phenyl)-2-(4,5-dichloro-6-oxopyridazin-1(6H)-yl)acetamide